O=C1C=CC(C=C1)=O 1,4-dioxocyclohex-2,5-diene